BrC1=CC=C2C(=N1)NC(C2(C)C)=O 6-bromo-3,3-dimethyl-1,3-dihydro-2H-pyrrolo[2,3-b]pyridin-2-one